CC=1C=C(C=CC1NC1(COC1)C1=CC=CC=C1)S(=O)(=O)N[C@H](C)C1CCNCC1 (R)-3-methyl-4-((3-phenyloxetan-3-yl)amino)-N-(1-(piperidin-4-yl)ethyl)benzenesulfonamide